OC[C@H]1N(C[C@@H](C1)OCCOCCOC1OCCCC1)C(=O)OC(C)(C)C tert-butyl (2S,4R)-2-(hydroxymethyl)-4-[2-(2-tetrahydropyran-2-yloxyethoxy)ethoxy]pyrrolidine-1-carboxylate